(4-(ethoxycarbonyl)pyridin-3-yl)boronic acid pinacol ester C(C)OC(=O)C1=C(C=NC=C1)B1OC(C)(C)C(C)(C)O1